BrC1=CNC2=NC=CC=C21 3-bromo-1H-pyrrolo[2,3-b]Pyridine